O(C1=CC=CC=C1)C1=CC2=C(N=C(S2)N2C([C@H]3[C@H]4C=C[C@@H]([C@H]3C2=O)C4)=O)C=C1 (1R,2S,6R,7S)-4-(6-phenoxy-1,3-benzothiazol-2-yl)-4-azatricyclo[5.2.1.02,6]dec-8-en-3,5-dione